8-pentadecylamine CCCCCCCC(CCCCCCC)N